CC(C)(COP(=O)(O)OP(=O)(O)OC[C@@H]1[C@H]([C@H]([C@@H](O1)N2C=NC3=C(N=CN=C32)N)O)OP(=O)(O)O)[C@H](C(=O)NCCC(=O)NCCSC(=O)CCCCCCC/C=C\\C/C=C\\CCCCCO)O The molecule is an omega-hydroxy fatty acyl-CoA that results from the formal condensation of the thiol group of coenzyme A with the carboxy group of (9Z,12Z)-18-hydroxyoctadecadienoic acid. It is an omega-hydroxy fatty acyl-CoA, a long-chain fatty acyl-CoA and an unsaturated fatty acyl-CoA. It is a conjugate acid of a (9Z,12Z)-18-hydroxyoctadecadienoyl-CoA(4-).